p-xylenediyl bis(3-(3-(2H-benzotriazol-2-yl)-4-hydroxyphenyl) propionate) N=1N(N=C2C1C=CC=C2)C=2C=C(C=CC2O)CCC(=O)OC2=C(C=CC(=C2OC(CCC2=CC(=C(C=C2)O)N2N=C1C(=N2)C=CC=C1)=O)C)C